thioninium dihydrochloride Cl.Cl.[SH+]1C=CC=CC=CC=C1